tert-butyl 8-(2,3-dihydro-1H-pyrrolo[1,2-a]indole-9-carbonyl)-4,4-difluoro-2,8-diazaspiro[4.5]decane-2-carboxylate C1CCN2C1=C(C=1C=CC=CC21)C(=O)N2CCC1(C(CN(C1)C(=O)OC(C)(C)C)(F)F)CC2